C(CC(O)(C(=O)OC)CC(=O)OC)(=O)OC Trimethyl citrat